5-(5-Chloro-2-((1,3-dihydroxypropan-2-yl)amino)pyridin-4-yl)-1-(2-fluoro-6-methylbenzyl)-1,5-dihydro-4H-pyrazolo[4,3-c]pyridin-4-one ClC=1C(=CC(=NC1)NC(CO)CO)N1C(C2=C(C=C1)N(N=C2)CC2=C(C=CC=C2C)F)=O